Methyl [5-(2-chloro-3-fluoro-phenyl)-2,6-dioxo-3,6-dihydro-2H-pyrimidin-1-yl]-acetate ClC1=C(C=CC=C1F)C1=CNC(N(C1=O)CC(=O)OC)=O